3-(1-methyl-1H-1,2,3-triazol-4-yl)piperidine-1,3-dicarboxylic acid 1-benzyl ester 3-methyl ester COC(=O)C1(CN(CCC1)C(=O)OCC1=CC=CC=C1)C=1N=NN(C1)C